3-(5-((6,7-difluoroquinoxalin-5-yl)methoxy)-2-fluoro-4-methoxyphenyl)-2,4-dioxo-1,2,3,4-tetrahydrothieno[3,4-d]pyrimidine-5-carboxylic acid FC=1C(=C2N=CC=NC2=CC1F)COC=1C(=CC(=C(C1)N1C(NC=2C(C1=O)=C(SC2)C(=O)O)=O)F)OC